OCCC[N+]1(CCCCC1)C 1-(3-hydroxypropyl)-1-methylpiperidin-1-ium